O-(3-methyl-3-((tetrahydro-2H-pyran-2-yl)oxy)butyl)-L-serinic acid CC(CCOC[C@H](N)C(=O)O)(C)OC1OCCCC1